ClC1=NC2=CC(=CC=C2C(=N1)Cl)C1(OCCC1O)C#N 2-(2,4-dichloroquinazolin-7-yl)-3-hydroxyoxolane-2-carbonitrile